C(C)(C)N1N=CC=C1C(=O)N[C@H](C(=O)NC1=CC=C(C=C1)C=1C(=[N+](C=CC1C)[O-])C)C(C1=CC=CC=C1)C1=CC=CC=C1 (S)-3-(4-(2-(1-isopropyl-1H-pyrazole-5-carboxamido)-3,3-diphenylpropanamido)phenyl)-2,4-dimethylpyridine 1-oxide